C(#N)CC1CC(C1)(C(=O)NC=1C(=NC(=CC1)OC)OC(F)F)C1=C(C=CC=C1)C(C)C 3-(cyanomethyl)-N-(2-(difluoromethoxy)-6-methoxypyridin-3-yl)-1-(2-isopropylphenyl)cyclobutane-1-carboxamide